2-{4-[3-Methoxy-3-(4-trifluoromethoxy-phenyl)-propyl]-2,6-dimethyl-phenoxy}-2-methyl-propionic acid COC(CCC1=CC(=C(OC(C(=O)O)(C)C)C(=C1)C)C)C1=CC=C(C=C1)OC(F)(F)F